ONC1(C(=NN(C1=O)CC1CCOCC1)C1=CC=C(C=C1)S(=O)(=O)C)C (hydroxyamino)-3-(4-methanesulfonylphenyl)-4-methyl-1-(oxan-4-ylmethyl)-4,5-dihydro-1H-pyrazol-5-one